1-cyclopropyl-3-(2-methyl-4-(4-methyl-6-oxo-1,4,5,6-tetrahydropyridazin-3-yl)phenyl)guanidine C1(CC1)NC(=N)NC1=C(C=C(C=C1)C1=NNC(CC1C)=O)C